2-(3-fluorophenyl)-N-[(2S)-1-hydroxy-3-phenylpropan-2-yl]-3-oxo-6-[4-(trifluoromethyl)phenyl]-2,3-dihydropyridazine-4-carboxamide FC=1C=C(C=CC1)N1N=C(C=C(C1=O)C(=O)N[C@H](CO)CC1=CC=CC=C1)C1=CC=C(C=C1)C(F)(F)F